CC=1OC(/C(/N1)=C/C1=CC=C(C=C1)C#C[Si](C)(C)C)=O (4Z)-2-methyl-4-({4-[2-(trimethylsilyl)ethynyl]phenyl}methylidene)-4,5-dihydro-1,3-oxazol-5-one